ClC(C=O)=CC1=CC=CC=C1 2-CHLORO-3-PHENYLPROP-2-ENAL